(Z)-5-(4-Methoxybenzylidene)-1-(4-methoxyphenyl)pyrimidine-2,4,6(1H,3H,5H)-trione COC1=CC=C(\C=C/2\C(NC(N(C2=O)C2=CC=C(C=C2)OC)=O)=O)C=C1